(S)-1-(4-(2-(3-fluoropyrrolidin-1-yl)-4-(trifluoromethyl)benzyl)-piperazine-1-carbonyl)-1H-pyrazole-3-carboxylic acid F[C@@H]1CN(CC1)C1=C(CN2CCN(CC2)C(=O)N2N=C(C=C2)C(=O)O)C=CC(=C1)C(F)(F)F